C(C)(C)(C)OC(CCC(CCC(=O)OC(C)(C)C)(CCC(=O)OC(C)(C)C)N)=O 4-amino-4-[3-(tert-butoxy)-3-oxopropyl]pimelic acid 1,7-di-tert-butyl ester